(R)-(-)-1-aminopropane-2-ol NC[C@@H](C)O